[Na+].C(C)(=O)NC1=C(C=C(C=C1)S(=O)(=O)[O-])C 4-acetamido-3-methylbenzenesulfonic acid sodium salt